(4S,5S)-4-(hydroxymethyl)-5-(4-methoxyphenyl)-2-methylazepan-1-carboxylic acid tert-butyl ester C(C)(C)(C)OC(=O)N1C(C[C@@H]([C@H](CC1)C1=CC=C(C=C1)OC)CO)C